[SH3+].[PH4+] (phosphonium), sulfonium salt